(5'S)-3-{[6-(morpholin-4-yl)pyridin-3-yl]methoxy}-5'-(pyrazin-2-yl)tetrahydro-3'H-spiro[cyclobutane-1,2'-pyrrolo[2,1-b][1,3]oxazol]-3'-one N1(CCOCC1)C1=CC=C(C=N1)COC1CC2(C(N3C(O2)CC[C@H]3C3=NC=CN=C3)=O)C1